N6-[(2-bromothien-3-yl)methyl]adenosine BrC=1SC=CC1CNC=1C=2N=CN([C@H]3[C@H](O)[C@H](O)[C@@H](CO)O3)C2N=CN1